2',6'-bis(dimethylamino)-2-(tert-butyl)(phenyl)phosphino-1,1'-biphenyl CN(C1=C(C(=CC=C1)N(C)C)C1=C(C(=CC=C1)PC1=CC=CC=C1)C(C)(C)C)C